9,17-ditosyl-1,5,13-trioxa-9,17-diazacycloicosane S(=O)(=O)(C1=CC=C(C)C=C1)N1CCCOCCCOCCCN(CCCOCCC1)S(=O)(=O)C1=CC=C(C)C=C1